C(C)(C)OC1=CC=CC(=N1)C(=O)N 6-isopropoxypicolinamide